CCCCCCCC/C=C\CCCCCCCCCCCC(=O)O[C@H](CO/C=C\CCCCCC/C=C\CCCCCCCC)COP(=O)([O-])OCC[N+](C)(C)C 1-(1Z,9Z-octadecadienyl)-2-(13Z-docosenoyl)-sn-glycero-3-phosphocholine